3-(cyclohexylmethyl)urea C1(CCCCC1)CNC(N)=O